OB1OCC2=C1C(=C(C=C2)C(=O)N[C@@H](C(C)C)C(=O)OC2CCNCC2)C Piperidin-4-yl (1-hydroxy-7-methyl-1,3-dihydrobenzo[c][1,2]oxaborole-6-carbonyl)-L-valinate